4-amino-N-cyclopropyl-7-fluoro-3-methyl-N-((1R)-1-(5-(trifluoromethyl)-2-pyridinyl)ethyl)-3H-pyrazolo[3,4-c]quinoline-8-carboxamide NC1=NC=2C=C(C(=CC2C2=C1N(N=C2)C)C(=O)N([C@H](C)C2=NC=C(C=C2)C(F)(F)F)C2CC2)F